Tris-(2-hydroxyethyl)methylammonium methylsulphate COS(=O)(=O)[O-].OCC[N+](C)(CCO)CCO